ClC=1C=C(C=CC1Cl)NC1=NC=NC2=CC(=C(C=C12)OC1CC(C1)NC(C=C)=O)OC N-((1s,3s)-3-((4-((3,4-dichlorophenyl)amino)-7-methoxyquinazolin-6-yl)oxy)cyclobutyl)acrylamide